rac-3-bromo-1-chloro-5-fluoro-4-iodo-2-((1R,2R)-2-methylcyclopropyl)benzene BrC=1C(=C(C=C(C1I)F)Cl)[C@H]1[C@@H](C1)C |r|